rac-4-((5-fluoropyridin-3-yl)methyl)-4-(5-(piperidin-1-ylmethyl)-5,6-dihydro-1,4,2-dioxazin-3-yl)piperidine-1-carboxylic acid tert-butyl ester C(C)(C)(C)OC(=O)N1CCC(CC1)(C1=NOC[C@H](O1)CN1CCCCC1)CC=1C=NC=C(C1)F |r|